propargyl trimethylsiloxy ether C[Si](OOCC#C)(C)C